NC1=C2C(=NC=N1)N(N=C2C2=C(C=C(C=C2)OC2=CC=CC=C2)F)C2CC(CN(C2)C(=O)C(C#N)=CC(C)(C)C)(F)F 2-(5-(4-amino-3-(2-fluoro-4-phenoxyphenyl)-1H-pyrazolo[3,4-D]pyrimidin-1-yl)-3,3-difluoropiperidine-1-carbonyl)-4,4-dimethylpent-2-enenitrile